FC1=C(N)C=CC(=C1C)I 2-fluoro-4-iodo-3-methylaniline